N-(4-chloro-3-(5-fluoropyridin-3-yl)phenyl)-3-methyl-6-azabicyclo[3.1.1]heptane-6-carboxamide ClC1=C(C=C(C=C1)NC(=O)N1C2CC(CC1C2)C)C=2C=NC=C(C2)F